CN1C(=CC(=N1)C2=CC=C(C=C2)OC)N 3-(N-methyl-N-propylamino)-6-methyl-7-anilinofluoran